N,N-diethylpropaneamide C(C)N(C(CC)=O)CC